2-(1-(3-(pyridine-3-sulfonamido)phenyl)-1H-1,2,3-triazole-4-yl)isonicotinic acid N1=CC(=CC=C1)S(=O)(=O)NC=1C=C(C=CC1)N1N=NC(=C1)C=1C=C(C(=O)O)C=CN1